O=C1NC(CCC1N1C(C2=CC=CC(=C2C1=O)CCCN1CCC(CC1)NC(OC(C)(C)C)=O)=O)=O tert-butyl (1-(3-(2-(2,6-dioxopiperidin-3-yl)-1,3-dioxoisoindolin-4-yl)propyl)piperidin-4-yl)carbamate